6-iodo-2-(2-methoxyphenyl)imidazo[1,2-a]pyrimidin-7-amine IC=1C(=NC=2N(C1)C=C(N2)C2=C(C=CC=C2)OC)N